FC1=C(C=CC(=C1F)C)[C@@H](CC)N=C=O (R)-(+)-1-(2,3-difluoro-4-methylphenyl)propyl isocyanate